C(C)(C)(C)OC(=O)N1CC2CCC(C1)C2CNC(=O)C2=CC1=C(NN=N1)C=C2.CC2(NC(C(N2)=O)(C)C)C 2,2,5,5-tetramethyl-imidazolidin-4-one tert-butyl-8-((1H-benzo[d][1,2,3]triazole-5-carboxamido)methyl)-3-azabicyclo[3.2.1]octane-3-carboxylate